CN1N=C(C=C1OC1=CC(=C(C=C1C)NC=N)C)C N-[4-(1,3-dimethyl-1H-pyrazol-5-yloxy)-2,5-dimethylphenyl]formamidine